F[C@]1(CN(CC[C@H]1O)C1=NC=CC(=N1)NC=1C=C2C(=CN=C(C2=CN1)N1CC(C1)C(=O)N(C)C)C(C)C)C 1-(6-((2-((3S,4R)-3-fluoro-4-hydroxy-3-methylpiperidin-1-yl)pyrimidin-4-yl)amino)-4-isopropyl-2,7-naphthyridin-1-yl)-N,N-dimethylazetidine-3-carboxamide